P(=O)(OCBr)(OC(C)(C)C)OC(C)(C)C Bromomethyl di-tert-butyl phosphate